1,5-dimethylpyrazole CN1N=CC=C1C